Methyl (S)-5-(4-((S)-2-((((9H-fluoren-9-yl)methoxy)carbonyl)amino)propanamido) benzamido)-2-(4-(2-(2,4-diaminopteridin-6-yl)ethyl)benzamido)pentanoate C1=CC=CC=2C3=CC=CC=C3C(C12)COC(=O)N[C@H](C(=O)NC1=CC=C(C(=O)NCCC[C@@H](C(=O)OC)NC(C2=CC=C(C=C2)CCC=2N=C3C(=NC(=NC3=NC2)N)N)=O)C=C1)C